2-amino-6-(1,2,3-trihydroxypropyl)-1H-pteridin-4-one NC=1NC2=NC=C(N=C2C(N1)=O)C(C(CO)O)O